C(C)(C)C1(CCCCC1)N isopropylcyclohexan-1-amine